1,3-dihydroindolo[3,2-b]carbazole C1C=2C(=CCC1)N=C1C2C=C2NC3=CC=CC=C3C2=C1